NC1=C(C(=NN1CC1=CC=C(C=C1)OC)C1=CN=NC=C1)OC[C@@H]1CN(CCO1)C(=O)OC(C)(C)C tert-butyl (S)-2-(((5-amino-1-(4-methoxybenzyl)-3-(pyridazin-4-yl)-1H-pyrazol-4-yl)oxy)methyl)morpholine-4-carboxylate